2-[(4,5-dichloro-6-oxo-1(6H)-pyridazinyl)methyl]-8-methyl-4H-pyrido[1,2-a]pyrimidin-4-one ClC=1C=NN(C(C1Cl)=O)CC=1N=C2N(C(C1)=O)C=CC(=C2)C